ClC=1C(=NC2=CC=C(C=C2N1)C(=O)N1CCCCC1)C1=CC=CC=C1 (3-chloro-2-phenylquinoxalin-6-yl)(piperidin-1-yl)methanone